ClC1=C(C(=CC=C1)F)CC1=NOC(N1CC1=CC(=CC=C1)OC)=O 3-[(2-chloro-6-fluorophenyl)methyl]-4-[(3-methoxyphenyl)methyl]-4,5-dihydro-1,2,4-oxadiazol-5-one